N1CCC(CC1)C=O piperidine-4-carboxaldehyde